CNS(=O)(=O)N1C(CNCC1)C N-methyl-methylpiperazinesulfonamide